ClC1=CC2=C(OCCC=C2OS(=O)(=O)C(F)(F)F)C=C1OC(C(C)(C)C)=O pivalic acid 7-chloro-5-(((trifluoromethyl) sulfonyl) oxy)-2,3-dihydrobenzo[b]Oxepin-8-yl ester